FC1=C(C2=C(NC(=N2)CN2C(C(=CC=C2)[N+](=O)[O-])=O)C(=C1)F)OC1=CC=CC=C1 1-[(5,7-difluoro-4-phenoxy-1H-benzimidazol-2-yl)methyl]-3-nitro-pyridin-2-one